C[Si]1(O[SiH2]O[Si](O[Si](O1)(C=C)C=C)(C)C)C tetramethyl-divinyl-cyclotetrasiloxane